N1=C(N=C(N=C1NC1=CC=C(C(=O)OCC(CCCC)CC)C=C1)NC1=CC=C(C(=O)OCC(CCCC)CC)C=C1)NC1=CC=C(C(=O)OCC(CCCC)CC)C=C1 tris(2-ethylhexyl) 4,4',4''-(1,3,5-triazine-2,4,6-triyltriimino)tribenzoate